C(C)(C)(C)OC(=O)N1[C@@H](C[C@H](C1)O)C=1NC(=CN1)CC1=CC=C(C=C1)Br (2S,4R)-2-[5-[(4-bromophenyl)methyl]-1H-imidazol-2-yl]-4-hydroxypyrrolidine-1-carboxylic acid tert-butyl ester